[5-(5-fluoropyrimidin-4-yl)thiazol-2-yl]-N-[(4-methoxyphenyl)methyl]carbamate FC=1C(=NC=NC1)C1=CN=C(S1)OC(NCC1=CC=C(C=C1)OC)=O